C12CN(CC(CC1)N2)C(=O)N 3,8-diazabicyclo[3.2.1]octane-3-amide